(E)-N-[(1H-indazol-7-yl)methyl]-3-(pyridin-4-yl)acrylamide N1N=CC2=CC=CC(=C12)CNC(\C=C\C1=CC=NC=C1)=O